4-(6-chloro-1-(4-fluorophenyl)-5-hydroxy-2-(1-methoxy-2-methylpropan-2-yl)-1H-indol-3-yl)benzoic acid ClC1=C(C=C2C(=C(N(C2=C1)C1=CC=C(C=C1)F)C(COC)(C)C)C1=CC=C(C(=O)O)C=C1)O